C1(CCCCC1)OC(=O)OC(C(=O)[O-])C 2-(((cyclohexyloxy)carbonyl)oxy)propanate